C1(=CC=CC=C1)C1=C(SC=C1)C1=CC=C(CC(C(C)N2CCOCC2)=O)C=C1 4-(phenylthiophenyl)-benzyl-2-morpholinopropane-1-one